(R)-5-fluoro-2,3-dihydro-1H-inden-1-amine FC=1C=C2CC[C@H](C2=CC1)N